BrC1=C(C=2N(C=C1)C(=NN2)C2CC2)COC 7-bromo-3-cyclopropyl-8-(methoxymethyl)-[1,2,4]triazolo[4,3-a]pyridine